C(C)OC(=O)C=1N(C(=C(C1C1=CC=C(C=C1)OC)Br)C)CC(OC)OC.C(C)(C)(C)[Si](OC[C@@H]1CCC(N1)=O)(C)C (5S)-5-[[tert-butyl-(dimethyl)silyl]oxymethyl]pyrrolidin-2-one ethyl-4-bromo-1-(2,2-dimethoxyethyl)-3-(4-methoxyphenyl)-5-methyl-1H-pyrrole-2-carboxylate